4-(tert-butyl)-N-(4-(6-methylpyridin-3-yl)-3-(2H-tetrazol-5-yl)phenyl)piperidine-1-carboxamide Tert-butyl-3-(((allyloxy)carbonyl)(methyl)amino)-4-morpholino-4-oxobutanoate C(C)(C)(C)OC(CC(C(=O)N1CCOCC1)N(C)C(=O)OCC=C)=O.C(C)(C)(C)C1CCN(CC1)C(=O)NC1=CC(=C(C=C1)C=1C=NC(=CC1)C)C=1N=NNN1